C(C)OC(=O)C=1C(=NC(=NC1C)C1=C(C=C(C=C1)C(C)(C)C)C)N 4-amino-2-(4-(tert-butyl)-2-methylphenyl)-6-methylpyrimidine-5-carboxylic acid ethyl ester